FC=1C=C2C(=NC1)NC=C2NC(C(=O)NC2CCC1(CC2)CCCCC1)=O N1-(5-fluoro-1H-pyrrolo[2,3-b]pyridin-3-yl)-N2-(spiro[5.5]undecan-3-yl)oxalamide